FC=1C=NN(C1)CC=1C=C(C=CC1OC1=CC=CC=C1)N1C(N(C(NC1=O)=O)C1=CC=CC=C1)=O 1-{3-[(4-Fluoro-1H-pyrazol-1-yl)methyl]-4-phenoxyphenyl}-3-phenyl-1,3,5-triazine-2,4,6-trione